N[C@@H]1CN(CC[C@H]1F)C1=NC2=C(N1CC1=CC=C(C=N1)C#N)C=C(C(=C2)Cl)OC(F)(F)F 6-((2-((3r,4r)-3-amino-4-fluoro-1-piperidinyl)-5-chloro-6-(trifluoromethoxy)-1H-benzimidazol-1-yl)methyl)-3-pyridinecarbonitrile